trans-styryl trifluoromethylthio ether FC(SO\C=C\C1=CC=CC=C1)(F)F